FC=1C=C2C=NN(C2=CC1)C1CC(C1)C=O [3-(5-fluoroindazol-1-yl)cyclobutyl]methanone